C(C)OS(OCC)(OCC)[SiH3] triethoxysulfhydryl-silane